1-(4-methoxybenzyl)-3-(6-(pyridin-4-ylmethyl)spiro[3.3]heptan-2-yl)urea COC1=CC=C(CNC(=O)NC2CC3(C2)CC(C3)CC3=CC=NC=C3)C=C1